2,8-diazaspiro[4.5]decane-8-carboxylic acid tert-butyl ester C(C)(C)(C)OC(=O)N1CCC2(CCNC2)CC1